FC1=C(OC2=CC=C(C=C2)C=2N=C(N3C2C=NC=C3)[C@H]3N(CCC3)C(C(=O)N)=O)C=CC=C1OC (S)-2-(2-(1-(4-(2-fluoro-3-methoxyphenoxy)phenyl)imidazo[1,5-a]pyrazin-3-yl)pyrrolidin-1-yl)-2-oxoacetamide